CN1C(N(C=2C(=NC(=CC21)C=2C=CC=C1C=C(N=CC21)C=2C=CC(=NC2)C(=O)NCC#CC=2OC1=C(C2)C(=CC=C1)C1C(NC(CC1)=O)=O)N1CCOCC1)C)=O 5-(8-(1,3-dimethyl-4-morpholino-2-oxo-2,3-dihydro-1H-imidazo[4,5-c]pyridin-6-yl)isoquinolin-3-yl)-N-(3-(4-(2,6-dioxopiperidin-3-yl)benzofuran-2-yl)prop-2-yn-1-yl)picolinamide